C(=C)C=1N=C(NC1)C(=O)C=C vinyl-acryl-imidazole